6-[4-(Difluoromethyl)phenyl]-N-[(cis)-4-hydroxytetrahydrofuran-3-yl]-2-(1-methyl-1H-pyrazol-4-yl)-3-oxo-2,3-dihydropyridazine FC(C1=CC=C(C=C1)C1=CCC(N(N1[C@@H]1COC[C@@H]1O)C=1C=NN(C1)C)=O)F